N-(3-(5-(2-chloro-4-methoxyphenyl)-1H-pyrazolo[3,4-b]pyridine-3-carbonyl)-2-fluorophenyl)-butane-1-sulfonamide ClC1=C(C=CC(=C1)OC)C=1C=C2C(=NC1)NN=C2C(=O)C=2C(=C(C=CC2)NS(=O)(=O)CCCC)F